[Br-].C1(CCCC1)[C@@](C(=O)OC1C[N+](CC1)(C)CC(=O)OCC)(O)C1=CC=CC=C1 (2R,3'S)-3-(2-cyclopentyl-2-phenyl-2-hydroxyacetoxy)-1-(ethoxycarbonylmethyl)-1-methylpyrrolidinium bromide